(E)-7-(3-(4-methoxybenzylidene)-2,5-dioxopyrrolidinyl)-N-hydroxyheptylamide COC1=CC=C(\C=C/2\C(N(C(C2)=O)C(CCCCCC[NH-])O)=O)C=C1